Tert-butyl N-[4-(dibenzylamino)cyclohexyl]-N-methyl-carbamate C(C1=CC=CC=C1)N(C1CCC(CC1)N(C(OC(C)(C)C)=O)C)CC1=CC=CC=C1